exo-N-(8-amino-6-chloro-2,7-naphthyridin-3-yl)-4-oxo-3-azabicyclo[3.1.0]Hexane-6-carboxamide NC=1N=C(C=C2C=C(N=CC12)NC(=O)C1C2C(NCC12)=O)Cl